Methyl 2-((2-(((tert-butoxycarbonyl)(3-(6-methoxy-3-nitropyridin-2-yl)propyl)-amino)methyl)-4-fluorophenyl)amino)-5-fluoro-4-(trifluoromethyl)benzoate C(C)(C)(C)OC(=O)N(CCCC1=NC(=CC=C1[N+](=O)[O-])OC)CC1=C(C=CC(=C1)F)NC1=C(C(=O)OC)C=C(C(=C1)C(F)(F)F)F